N[C@H](C(=O)O)CCC(=O)N1CCC(CC1)N(C(=O)NCC1=CC=C(C=C1)OCC(C)C)CC1=CC=C(C=C1)F (S)-2-amino-5-(4-(1-(4-fluorobenzyl)-3-(4-isobutoxybenzyl)ureido)piperidin-1-yl)-5-oxopentanoic acid